C1=CC=CC=2C3=CC=CC=C3C(C12)COC(=O)N[C@H](C(=O)O)CC=1C=NC(=NC1)OCC1=CC=CC=C1 (S)-2-((((9H-fluoren-9-yl)methoxy)carbonyl)amino)-3-(2-(benzyloxy)pyrimidin-5-yl)propanoic acid